C(#C)C=1CCN(CC1)C(=O)N1CCOCC1 (4-ethynyl-3,6-dihydropyridin-1(2H)-yl)(morpholino)methanone